3-(1-((tert-butoxycarbonyl)amino)cyclopropyl)propanoic acid C(C)(C)(C)OC(=O)NC1(CC1)CCC(=O)O